FC1=C(C=C(C=C1)F)C(C)NC(=O)C1=CN=C(S1)N1CC(C(CC1)N1C[C@@H](CCC1)C)F N-[1-(2,5-difluorophenyl)ethyl]-2-[(3R)-3'-fluoro-3-methyl-[1,4'-bipiperidin]-1'-yl]-1,3-thiazole-5-carboxamide